(cis)-3-[6-bromo-4-(trifluoromethyl)-2H-1,2,3-benzotriazol-2-yl]-1-methylcyclobutanol BrC=1C=C(C=2C(=NN(N2)C2CC(C2)(O)C)C1)C(F)(F)F